N-(5-cyano-6-(2H-1,2,3-triazol-2-yl)pyridin-3-yl)-1-(2-methylpyridin-3-yl)-5-(trifluoromethyl)-1H-pyrazole-4-carboxamide C(#N)C=1C=C(C=NC1N1N=CC=N1)NC(=O)C=1C=NN(C1C(F)(F)F)C=1C(=NC=CC1)C